SNCC Mercapto-ethylamine